N-cyclopropyl-2-fluoro-5-(6-((1-hydroxy-2-methylpropan-2-yl)amino)-5-(1-methyl-1H-pyrazol-4-yl)pyridin-3-yl)-4-methylbenzamide C1(CC1)NC(C1=C(C=C(C(=C1)C=1C=NC(=C(C1)C=1C=NN(C1)C)NC(CO)(C)C)C)F)=O